N1=C(C=CC=C1)CC1=CC=CC=C1 (2-pyridyl)-toluene